l-aspartic acid β-benzyl ester C1=CC=C(C=C1)COC(=O)C[C@@H](C(=O)O)N